C1(CC1)C(=O)NC1=CC(=C2C(=N1)NC=C2)C=2CCN(CC2)C(=O)OC(C)(C)C tert-butyl 4-(6-(cyclopropanecarboxamido)-1H-pyrrolo[2,3-b]pyridin-4-yl)-3,6-dihydropyridine-1(2H)-carboxylate